S1C2=C(C=C1)C(CC2)CN (5,6-dihydro-4H-cyclopenta[b]thiophen-4-yl)methanamine